C(C1=CC=CC=C1)(C1=CC=CC=C1)N1CC(C1)(C(=O)NC=1C(=NC(=CC1)C)OC)C1=C(C=CC=C1)Br 1-benzhydryl-3-(2-bromophenyl)-N-(2-methoxy-6-methylpyridin-3-yl)azetidine-3-carboxamide